FC1=CC(=CC2=CN(N=C12)C)C1=CC=2C(=NN(C2)C2CCN(CC2)C)S1 7-fluoro-2-methyl-5-[2-(1-methylpiperidin-4-yl)thieno[2,3-c]pyrazol-5-yl]indazole